CN1C[C@@H]([C@H](C1)C1=CC(=CC=C1)C=1C=NN(C1)C)NC(=O)C=1C=C2C(=NC1)NN=C2C2=CC(=NC=C2)C N-((3R,4S)-1-methyl-4-(3-(1-methyl-1H-pyrazol-4-yl)phenyl)pyrrolidin-3-yl)-3-(2-methylpyridin-4-yl)-1H-pyrazolo[3,4-b]pyridine-5-amide